N-(3-cyclopropylquinolin-8-yl)-3-methylpyridine-2-sulfonamide C1(CC1)C=1C=NC2=C(C=CC=C2C1)NS(=O)(=O)C1=NC=CC=C1C